2-methyl-4'-(methylthio)-Acetophenone CCC(=O)C1=CC=C(C=C1)SC